CN1CCN(CC1)C(=O)C1=CC=C(C=C1)C=1N=C(SC1)NC1=NC=CC=C1 (4-Methylpiperazin-1-yl)(4-(2-(pyridin-2-ylamino)thiazol-4-yl)phenyl)methanon